N-(3-(4-(Cyclopentanecarboxamido)phenyl)-1-methyl-1H-pyrazol-5-yl)benzamide C1(CCCC1)C(=O)NC1=CC=C(C=C1)C1=NN(C(=C1)NC(C1=CC=CC=C1)=O)C